3-chloro-6-(2,6-difluorophenyl)-N-(1-methylpiperidin-4-yl)imidazo[1,2-b]pyridazin-8-amine ClC1=CN=C2N1N=C(C=C2NC2CCN(CC2)C)C2=C(C=CC=C2F)F